NC1=CC(=C2C(=N1)C=C(S2)C2=CC=NN2C2OCCCC2)NCCCNC(=O)C2CC2 N-(3-((5-amino-2-(1-(tetrahydro-2H-pyran-2-yl)-1H-pyrazol-5-yl)thieno[3,2-b]pyridin-7-yl)amino)propyl)cyclopropylcarboxamide